4-[1-(cyclobutyl-methyl)-8-dimethylamino-2-oxo-8-phenyl-1,3-diazaspiro[4.5]decan-3-yl]-N,N-dimethyl-3-(trifluoromethyl)-benzenesulphonic acid amide C1(CCC1)CN1C(N(CC12CCC(CC2)(C2=CC=CC=C2)N(C)C)C2=C(C=C(C=C2)S(=O)(=O)N(C)C)C(F)(F)F)=O